CCC(CCCCCC(CC)C=1C(=C(C=CC1)O)OC)C=1C(=C(C=CC1)O)OC Undecane-3,9-diylBis(2-methoxyphenol)